FC=1C=C(C=CC1)NC(N(C)C1=CC=2OC(C(=CC2S1)C(=O)OC)=O)=O methyl 2-(3-(3-fluorophenyl)-1-methylureido)-5-oxo-5H-thieno[3,2-b]pyran-6-carboxylate